CN1N=C(N=N1)C=1C=C(C=CC1)N1C2=C(NC(CC1=O)=O)C=1CCCC1C=C2 5-[3-(2-methyl-2H-tetrazol-5-yl)phenyl]-5,8,9,10-tetrahydroindeno[5,4-b][1,4]diazepin-2,4(1H,3H)-dione